NC(CN1C(CCC1=O)C(=O)NC1=CC(=CC=2CCOC21)OC2=CC=C(C=C2)C(F)(F)F)=O 1-(2-Amino-2-oxoethyl)-5-oxo-N-(5-(4-(trifluoromethyl)phenoxy)-2,3-dihydro-benzofuran-7-yl)pyrrolidine-2-carboxamide